N-(5-((6-((R)-3-(2,5-difluorophenyl)-isoxazolidine-2-yl)pyrimidine-4-yl)amino)-4-methoxy-2-(4-((S)-2-methylmorpholino)piperidine-1-yl)phenyl)acrylamide FC1=C(C=C(C=C1)F)[C@@H]1N(OCC1)C1=CC(=NC=N1)NC=1C(=CC(=C(C1)NC(C=C)=O)N1CCC(CC1)N1C[C@@H](OCC1)C)OC